CC1=C(C(NC(=C1)C)=O)CNC(=O)C=1C=2C(=CN(C2C=C(C1)C=1C=NC(=CC1)N1CCN(CC1)CCNC(CCS)=O)C(C)C)C N-((4,6-dimethyl-2-oxo-1,2-dihydropyridin-3-yl)methyl)-1-isopropyl-6-(6-(4-(2-(3-mercaptopropanamido)ethyl)piperazin-1-yl)pyridin-3-yl)-3-methyl-1H-indole-4-carboxamide